1,2,3,4-tetracarboxylbutane C(=O)(O)CC(C(CC(=O)O)C(=O)O)C(=O)O